O[C@@]1(NC(CC1)=O)C(=O)O 2-HYDROXY-5-OXOPROLIN